ClC1=C(N=C(NC1=O)C1=CC=NC=C1)N1C(CNCC1)C(F)(F)F 5-chloro-2-(4-pyridinyl)-4-[2-(trifluoromethyl)piperazin-1-yl]-1H-pyrimidin-6-one